C(CC)OC=1C=C(C(=O)C2=CC=C(C=C2)OCCC)C=C(C1)OCCC 3,4',5-tri-n-propoxybenzophenone